3-(1,3-dioxoisoindolin-2-yl)-2-(4-hydroxyphenyl)-N-(thieno[2,3-c]pyridin-2-yl)propanamide tert-Butyl-[(3R,4R,5S)-4-hydroxy-4,5-dimethylpiperidin-3-yl]carbamate C(C)(C)(C)N(C(O)=O)[C@@H]1CNC[C@@H]([C@@]1(C)O)C.O=C1N(C(C2=CC=CC=C12)=O)CC(C(=O)NC1=CC=2C(=CN=CC2)S1)C1=CC=C(C=C1)O